CC1(OB(OC1(C)C)C=1C=NN(C1)C[C@H](C([2H])([2H])[2H])O)C (S)-1-(4-(4,4,5,5-tetramethyl-1,3,2-dioxaborolan-2-yl)-1H-pyrazol-1-yl)propan-3,3,3-d3-2-ol